7-bromo-3-chloro-N-(2-fluoro-2-methyl-propyl)-8,9-dihydro-7H-cyclopenta[h]cinnoline-5-sulfonamide BrC1CCC2=C1C=C(C=1C=C(N=NC21)Cl)S(=O)(=O)NCC(C)(C)F